C(C)(C)(C)OC(=O)N1CCN(CC1)CCN1C(=C(C2=CC=C(C(=C12)C=1C=NN2C1C=NC=C2)Cl)CCCOC2=CC=CC1=CC(=CC=C21)F)C(=O)O 1-(2-(4-(tert-butoxycarbonyl)piperazin-1-yl)ethyl)-6-chloro-3-(3-((6-fluoronaphthalen-1-yl)oxy)propyl)-7-(pyrazolo[1,5-a]pyrazin-3-yl)-1H-indole-2-carboxylic acid